(2R)-1-(Dimethylamino)-3-methyl-1-oxobutan-2-yl (2S)-2-[(tert-butoxycarbonyl)amino]-3-(3-{[3-(4-fluorophenoxy)-3-(5-fluoropyridin-2-yl)azetidin-1-yl]sulfonyl}phenyl)propanoate C(C)(C)(C)OC(=O)N[C@H](C(=O)O[C@@H](C(=O)N(C)C)C(C)C)CC1=CC(=CC=C1)S(=O)(=O)N1CC(C1)(C1=NC=C(C=C1)F)OC1=CC=C(C=C1)F